tert-Butyl 4-(4-(2,4-dioxo-3,4-dihydropyrimidin-1(2H)-yl)phenyl)piperazine-1-carboxylate O=C1N(C=CC(N1)=O)C1=CC=C(C=C1)N1CCN(CC1)C(=O)OC(C)(C)C